C1(=C(C=CC=C1)C1=C(N=C(O1)C)C(=O)NC12CC3CC(CC(C1)C3)C2)C2=CC=CC=C2 5-([1,1'-biphenyl]-2-yl)-N-((3s,5s,7s)-adamantan-1-yl)-2-methyl-oxazole-4-carboxamide